NC1=NC(=NC=C1C(=O)NC1=CC=C(C=C1)OC)N1CCN(CC1)C1=NC2=CC=CC=C2N=C1 4-Amino-N-(4-methoxyphenyl)-2-(4-(quinoxalin-2-yl)piperazin-1-yl)pyrimidine-5-carboxamide